bromo(tetrahydropyran-4-yl)zinc Br[Zn]C1CCOCC1